Ethyl 4-hexyloxy-3-methoxybenzoate C(CCCCC)OC1=C(C=C(C(=O)OCC)C=C1)OC